6-fluoro-7-methoxy-2-methylquinolin-4(1H)-one FC=1C=C2C(C=C(NC2=CC1OC)C)=O